[N+](=O)([O-])C1=C(C=C(C(=C1)[N+](=O)[O-])F)N[C@@H](C)C(=O)N Nalpha-(2,4-dinitro-5-fluorophenyl)-L-alaninamide